1-(2-(benzofuran-5-ylamino)-5-methylpyrimidin-4-yl)-N-(1-(3-chlorophenyl)-2-hydroxyethyl)-1H-imidazole-4-amide O1C=CC2=C1C=CC(=C2)NC2=NC=C(C(=N2)N2C=NC(=C2)C(=O)NC(CO)C2=CC(=CC=C2)Cl)C